6-(3,5-bis(bromomethyl)benzamido)hexanamide BrCC=1C=C(C(=O)NCCCCCC(=O)N)C=C(C1)CBr